CN(C1=CC=C(C(=O)O)C=C1)C.CN(C1=CC=C(C(=O)OCC)C=C1)C ethyl p-dimethylaminobenzoate (4-dimethylaminobenzoate)